hydroxymethyl-oxirane OCC1OC1